C(C)(C)(C)OC(NC=1OC2=C(C1)C(=C(C=C2)F)Br)=O.CC2(COB(OC2)C2=C(C=CC1=C2C=C(O1)NC(OC(C)(C)C)=O)F)C tert-Butyl N-[4-(5,5-dimethyl-1,3,2-dioxaborinan-2-yl)-5-fluoro-benzofuran-2-yl]carbamate tert-Butyl-N-(4-bromo-5-fluoro-benzofuran-2-yl)carbamate